C(C=C)(=O)OCO[Si](C)(C)CCOCCOC=C acryloyloxy-2-(2-vinyloxyethoxy)ethyldimethyl-monomethoxysilane